The molecule is an enamide resulting from the formal condensation of the amino group of 6,7-dimethoxy-1,2,3,4-tetrahydroisoquinoline with the carboxy group of (2E)-3-(1-methyl-2-phenyl-1H-pyrrolo[2,3-b]pyridin-3-yl)acrylic acid. It has a role as a Smad3 inhibitor. It is a member of isoquinolines, a pyrrolopyridine, a monocarboxylic acid amide, an aromatic ether, an enamide and a tertiary carboxamide. It is a conjugate base of a SIS3 free base(1+). CN1C(=C(C2=C1N=CC=C2)/C=C/C(=O)N3CCC4=CC(=C(C=C4C3)OC)OC)C5=CC=CC=C5